3-(5-cyclopropyl-4-methylisoxazol-3-yl)-1-isopropyl-1H-pyrazolo[4,3-c]pyridin-4-amine C1(CC1)C1=C(C(=NO1)C1=NN(C2=C1C(=NC=C2)N)C(C)C)C